BrC=1C=C2CC[C@]3(C2=CC1)NC(NC3=O)=O (R)-5'-bromo-2',3'-dihydrospiro[imidazolidine-4,1'-indene]-2,5-dione